O[C@@H]1[C@H](CN(CC1)C(=O)OC(C)(C)C)NC1=C2C=C(N(C2=CC=C1)CC(F)(F)F)I tert-butyl (3S,4S)-4-hydroxy-3-((2-iodo-1-(2,2,2-trifluoroethyl)-1H-indol-4-yl)amino)piperidine-1-carboxylate